2-(isocyanosulfonylmethyl)-benzoic acid methyl ester COC(C1=C(C=CC=C1)CS(=O)(=O)[N+]#[C-])=O